(3S,4S)-4-methyl-3-{5-methyl-2-[trans-4-(trifluoromethyl)cyclohexyl]pyrazolo[1,5-a]pyrimidin-7-yl}piperidine-1-carbaldehyde C[C@@H]1[C@@H](CN(CC1)C=O)C1=CC(=NC=2N1N=C(C2)[C@@H]2CC[C@H](CC2)C(F)(F)F)C